C(C)(C)(C)OC(=O)NC1=C(C(=C(S1)C1=NSC(=N1)C(=O)O)C)C(=O)OCC 3-(5-[[(tert-butoxy)carbonyl]amino]-4-(ethoxycarbonyl)-3-methylthiophene-2-yl)-1,2,4-thiadiazole-5-carboxylic acid